1-(4-(2-(4-methoxyphenyl)propan-2-yl)thiazol-2-yl)-3-((6-(piperazin-1-yl)-pyridin-2-yl)methyl)urea COC1=CC=C(C=C1)C(C)(C)C=1N=C(SC1)NC(=O)NCC1=NC(=CC=C1)N1CCNCC1